2-amino-N-((1R,2R)-2-hydroxycyclopentyl)-N-((6-methoxy-3-pyridazinyl)methyl)-3-methyl-6-quinolinecarboxamide NC1=NC2=CC=C(C=C2C=C1C)C(=O)N(CC=1N=NC(=CC1)OC)[C@H]1[C@@H](CCC1)O